4-methoxy-3-(pentyloxy)phenyl-4-methyltetrahydropyrimidin-2(1H)-one COC1=C(C=C(C=C1)N1C(NC(CC1)C)=O)OCCCCC